6-[6-[2-(Dimethylamino)ethoxy]-3-pyridyl]-4-hydroxy-pyrazolo[1,5-a]pyridine-3-carbonitrile CN(CCOC1=CC=C(C=N1)C=1C=C(C=2N(C1)N=CC2C#N)O)C